2-(3,5-dimethoxyphenyl)acetic acid COC=1C=C(C=C(C1)OC)CC(=O)O